C1(CC1)N1N=NC(=C1CO[C@H]1[C@@H]2CN([C@H](C1)C2)C2=CC=C(C(=O)O)C=C2)C2=C(C=CC=C2Cl)Cl 4-[(1S,4S,5R)-5-[[1-cyclopropyl-4-(2,6-dichlorophenyl)-1H-1,2,3-triazol-5-yl]methoxy]-2-azabicyclo[2.2.1]heptan-2-yl]benzoic acid